boron-yttrium [Y].[B]